OC(CCCCCCCC(=O)O)C(CC=CCCCCC)O 9,10-dihydroxy-12-octadecenoic acid